2-ethyl-3-isopropylglutarate C(C)C(C(=O)[O-])C(CC(=O)[O-])C(C)C